4-chloro-2-methyl-6-(trifluoromethyl)-pyrimidine ClC1=NC(=NC(=C1)C(F)(F)F)C